C1(CCCCC1)CCCCNC(=O)C=1N=CN(C1)CC12C(CC(CC1)O2)C(CC(=O)O)C=CC 3-[[4-[[(4-cyclohexyl-butyl)amino]carbonyl]-1H-imidazol-1-yl]methyl-7-oxabicyclo-[2.2.1]-hept-2-yl]-4-hexenoic acid